Cl.CC1=NC(=CC(=N1)N1CC2(CC1)CCNCC2)C(F)(F)F 2-(2-methyl-6-(trifluoromethyl)pyrimidin-4-yl)-2,8-diazaspiro[4.5]decane hydrochloride